(4,4-difluoro-1-piperidinyl)-[1-[2-(1-tetrahydropyran-2-ylpyrazol-4-yl)-4-pyridinyl]pyrrolo[2,3-b]pyridin-5-yl]methanone tris(isononyl-phenyl)phosphorothioate C(CCCCCC(C)C)C1=C(C=CC=C1)OP(OC1=C(C=CC=C1)CCCCCCC(C)C)(OC1=C(C=CC=C1)CCCCCCC(C)C)=S.FC1(CCN(CC1)C(=O)C=1C=C2C(=NC1)N(C=C2)C2=CC(=NC=C2)C=2C=NN(C2)C2OCCCC2)F